(trifluoromethyl)pyridazin FC(F)(F)C=1N=NC=CC1